ClC1=CC=2C3=C(C(=NC2C(=C1C1=CC(=CC2=CC=CC=C12)O)F)OCC1N(CCC1)C)N=CN3C3CN(CC3C)C(C=C)=O 1-(3-(8-chloro-6-fluoro-7-(3-hydroxynaphthalen-1-yl)-4-((1-methylpyrrolidin-2-yl)-methoxy)-1H-imidazo[4,5-c]quinolin-1-yl)-4-methylpyrrolidin-1-yl)prop-2-en-1-one